FC1=C(C(F)(F)F)C(=C(C=C1F)F)F 2,3,5,6-tetrafluorotrifluorotoluene